tert-Butyl (4-iodobenzyl)(methyl)carbamate IC1=CC=C(CN(C(OC(C)(C)C)=O)C)C=C1